S(=S)(=O)(OCCCCOS(=S)(=O)C1=CC=C(C)C=C1)C1=CC=C(C)C=C1 Tetramethylene bis(thiotosylate)